O1CCN(CC1)C(CC(C)=O)=O 1-morpholinobutane-1,3-dione